C(C)OC1C(C1)NC(=O)C=1C=C(C(N(C1)CC1=CC(=C(C=C1)F)C)=O)C(=O)NC N5-(2-ethoxycyclopropyl)-1-(4-fluoro-3-methylbenzyl)-N3-methyl-2-oxo-1,2-dihydropyridine-3,5-dicarboxamide